tert-butyl (1-((3-(2-methoxyethyl)-4-oxo-3,4-dihydroquinazolin-6-yl)amino)-3-methyl-1-oxobutan-2-yl)carbamate COCCN1C=NC2=CC=C(C=C2C1=O)NC(C(C(C)C)NC(OC(C)(C)C)=O)=O